FC(OC=1C=C(OCC(=O)N2CC3N(C(C4=C(NC3=O)C=CC(=C4)C4=CC(=CC=C4)C(F)(F)F)=O)CC2)C=CC1)(F)F 2-(2-(3-(trifluoromethoxy)phenoxy)acetyl)-8-(3-(trifluoromethyl)phenyl)-1,3,4,12a-tetrahydrobenzo[e]pyrazino[1,2-a][1,4]diazepine-6,12(2H,11H)-dione